C(C)(C)(C)OC(=O)N[C@H](C(=O)O)CC1=CC=C(C=C1)OCCB1OC(C(O1)(C)C)(C)C (2S)-2-[(tert-butoxycarbonyl)amino]-3-{4-[2-(4,4,5,5-tetramethyl-1,3,2-dioxaborolan-2-yl)ethoxy]phenyl}propanoic acid